2-(1-oxopropyl)-L-glutamine O=C(CC)[C@](N)(CCC(N)=O)C(=O)O